2-(1-((R)-2-((R)-3-hydroxy-2-methylpropoxy)-2-phenylethyl)-5-methyl-6-(oxazol-2-yl)-2,4-dioxo-1,2-dihydrothieno[2,3-d]pyrimidin-3(4H)-yl)-2-methylpropanoic acid OC[C@H](CO[C@@H](CN1C(N(C(C2=C1SC(=C2C)C=2OC=CN2)=O)C(C(=O)O)(C)C)=O)C2=CC=CC=C2)C